2-methyl-2-((4-oxopent-2-en-2-yl)amino)propanamide CC(C(=O)N)(C)NC(C)=CC(C)=O